FC1CCC2N(C3=C(SC2)C=C(C=N3)C(F)(F)F)C1 9-fluoro-3-(trifluoromethyl)-6,6a,7,8,9,10-hexahydrodipyrido[3,2-b:1',2'-d][1,4]thiazin